CC1=C2C(=NC=N1)N=CNC2=O 5-MethylPyrimido[4,5-d]Pyrimidin-4(3H)-One